6-benzylamino-1-(4'-phenylbutoxy)hexane C(C1=CC=CC=C1)NCCCCCCOCCCCC1=CC=CC=C1